OC(C)(C)C=1C=C(C(=O)N=C2NCCN2)C=CC1NC1=C(C(=CC=C1)C(=O)N1CCOCC1)C(F)(F)F 3-(2-hydroxypropan-2-yl)-N-[(2E)-imidazolidin-2-ylidene]-4-{[3-(morpholine-4-carbonyl)-2-(trifluoromethyl)phenyl]amino}benzamide